2-oxo-N-((R)-2-oxo-2-(((S)-1-phenylpropyl)amino)-1-(pyridin-3-yl)ethyl)propionamide O=C(C(=O)N[C@@H](C(N[C@@H](CC)C1=CC=CC=C1)=O)C=1C=NC=CC1)C